[Si](C)(C)(C(C)(C)C)OCCN1C=2C(C(=CC1=O)N1[C@H](CN([C@@H](C1)CC)C(C)C=1C=C3N=CC=NC3=CC1)CC)=NNC2 4-(2-((tert-butyldimethylsilyl)oxy)ethyl)-7-((2S,5R)-2,5-diethyl-4-(1-(quinoxalin-6-yl)ethyl)piperazin-1-yl)-2,4-dihydro-5H-pyrazolo[4,3-b]pyridin-5-one